(R)-2-methyl-N-(1-(2-(1-methyl-1H-pyrazol-3-yl)quinolin-4-yl)ethyl)benzamide CC1=C(C(=O)N[C@H](C)C2=CC(=NC3=CC=CC=C23)C2=NN(C=C2)C)C=CC=C1